(2S)-4,4-difluoro-2-(4-fluorophenyl)-N-[4-(4-oxo-3-phenyl-4,5-dihydro-1H-pyrrolo[3,2-c]pyridin-2-yl)pyridin-2-yl]butanamide FC(C[C@H](C(=O)NC1=NC=CC(=C1)C1=C(C=2C(NC=CC2N1)=O)C1=CC=CC=C1)C1=CC=C(C=C1)F)F